Glycerin Tris(Mercaptoacetate) SCC(=O)OCC(OC(CS)=O)COC(CS)=O